CC(C(=O)O)(N1CCN(CCN(CCN(CC1)C(C(=O)O)C)C(C(=O)O)C)CC(=O)O)C (1R,4R,7R,10R)-α,α,α'',α'''-tetramethyl-1,4,7,10-tetraazacyclododecane-1,4,7,10-tetraacetic acid